C(C)(C)N(P(OCC1C2C=CC(C1)C2)OCCC#N)C(C)C Bicyclo[2.2.1]hept-5-en-2-ylmethyl (2-cyanoethyl) diisopropylphosphoramidite